[N+](=O)([O-])C=1C(=NN(C1)COCC[Si](C)(C)C)O[C@@H]1COCC1 (S)-4-nitro-3-((tetrahydrofuran-3-yl)oxy)-1-((2-(trimethylsilyl)ethoxy)methyl)-1H-pyrazole